C=C(C(=O)OCC(=O)OC(C)(C)C)CC(=O)O[C@@H](C)CCCCCC (S)-1-(2-(tert-butoxy)-2-oxoethyl) 4-octan-2-yl 2-methylenesuccinate